FC(C(=O)O)(F)F.C(C1=CC=CC=C1)N1[C@@H](CN(CC1)C1[C@H](NC1)C)CF (2S)-1-benzyl-2-(fluoromethyl)-4-((2R)-2-methylazetidin-3-yl)piperazine trifluoroacetate salt